BrC=1C=C(NC2(CCC3(C(N(C4=CC=C(C=C34)\C=C\C)C)=O)CC2)C(=O)O)C=CC1 (1r,4r)-4-(3-bromoanilino)-1'-methyl-2'-oxo-5'-[(1E)-prop-1-en-1-yl]-1',2'-dihydrospiro[cyclohexane-1,3'-indole]-4-carboxylic acid